4-ETHOXY-2-METHYLBUTANOIC ACID C(C)OCCC(C(=O)O)C